C(C)(C)(C)OC(=O)N1[C@@H](CN(CC1)C1=C2C(=NC=N1)N(N=C2)S(=O)(=O)C2=CC=C(C)C=C2)C (R)-2-methyl-4-(1-tosyl-1H-pyrazolo[3,4-d]pyrimidin-4-yl)piperazine-1-carboxylic acid tert-butyl ester